2-(benzyloxy)-4-bromo-N-(pivaloyloxy)-benzamide C(C1=CC=CC=C1)OC1=C(C(=O)NOC(C(C)(C)C)=O)C=CC(=C1)Br